C[C@@H]1CC[C@H]2C([C@@H]3[C@](CC[C@]12C3)(C)OC(\C=C\C3=CC(=C(C=C3)O)O)=O)(C)C (E)-(3R,3aS,6R,7R,8aS)-3,6,8,8-tetramethyloctahydro-1H-3a,7-methanoazulen-6-yl-3-(3,4-dihydroxyphenyl)acrylate